6-(3-(Azetidin-1-yl)phenyl)-5,7-dimethyl-2-(pyridin-2-yl)-2,6-dihydro-1H-pyrrolo[3,4-d]pyridazin-1-one N1(CCC1)C=1C=C(C=CC1)N1C(=C2C(N(N=CC2=C1C)C1=NC=CC=C1)=O)C